S1C=C(C2=C1C=CC=C2)C=2NC(=CC2C(=O)OC)C2=C1C(=NC=C2)N(C=C1)S(=O)(=O)C1=CC=CC=C1 Methyl 2-(1-benzothiophen-3-yl)-5-[1-(phenylsulfonyl)-1H-pyrrolo[2,3-b]pyridin-4-yl]-1H-pyrrole-3-carboxylate